(S)-2-(1-amino-1,3-dihydrospiro[indene-2,4'-piperidin]-1'-yl)-5-(3-(2-aminopyrimidin-4-yl)prop-1-yn-1-yl)-3-methylpyrimidin-4(3H)-one N[C@@H]1C2=CC=CC=C2CC12CCN(CC2)C2=NC=C(C(N2C)=O)C#CCC2=NC(=NC=C2)N